(L)-2-aminobutanol L(+)-tartrate salt C(=O)(O)[C@H](O)[C@@H](O)C(=O)O.N[C@H](CO)CC